2-(4-bromophenyl)-1-(1-fluoropropan-2-yl)-4-(trifluoromethyl)-1H-imidazole BrC1=CC=C(C=C1)C=1N(C=C(N1)C(F)(F)F)C(CF)C